4-(1,5-dimethylpyrazol-4-yl)-1,2,3,4-tetrahydroisoquinoline CN1N=CC(=C1C)C1CNCC2=CC=CC=C12